ethyl 1-isopropyl-3-(4-fluorophenyl)-2,4-dioxo-1,2,3,4-tetrahydropyrimidine-5-carboxylate C(C)(C)N1C(N(C(C(=C1)C(=O)OCC)=O)C1=CC=C(C=C1)F)=O